C(C)(C)N1CCC(CC1)N1N=CC(=C1)N\C(\CC)=C\1/C(NC2=CC=C(C=C12)C(=O)F)=O (Z)-3-(1-((1-(1-isopropylpiperidin-4-yl)-1H-pyrazol-4-yl)amino)propylidene)-2-oxoindoline-5-carbonyl fluoride